FC1=C(CNC2=NC=C(C=3N2C=NC3C(=O)NC)C3=CC=CC=C3)C(=CC=C1)OC 5-((2-fluoro-6-methoxybenzyl)amino)-N-methyl-8-phenylimidazo[1,5-c]pyrimidine-1-carboxamide